1-[(8aS)-6-Chloro-5-(4-fluoro-2-methylphenyl)-8a,9,11,12-tetrahydropyrazino[2',1':3,4][1,4]oxazepino[5,6,7-de]quinazolin-10(8H)-yl]prop-2-en-1-one ClC1=C2C3=C(N=CN=C3C=C1C1=C(C=C(C=C1)F)C)N1[C@H](CO2)CN(CC1)C(C=C)=O